COC(C1=CC(=NC=C1)C1=CC=C(C=C1)CC)=O 2-(4-ethylphenyl)isonicotinic acid methyl ester